1-Bromo-5-fluoro-2-methoxy-4-methyl-3-nitrobenzene BrC1=C(C(=C(C(=C1)F)C)[N+](=O)[O-])OC